CSSCC=C allyl methyl disulphide